tert-butyl 4-(6-((2-amino-2-oxo-1-phenylethyl) thio)-3,5-dicyano-4-ethylpyridin-2-yl)-6-fluoro-1,4-diazepan-1-carboxylate NC(C(C1=CC=CC=C1)SC1=C(C(=C(C(=N1)N1CCN(CC(C1)F)C(=O)OC(C)(C)C)C#N)CC)C#N)=O